(4-(4-amino-7-isopropylimidazo[5,1-f][1,2,4]triazin-5-yl)benzyl)-4-methoxynicotinamide NC1=NC=NN2C1=C(N=C2C(C)C)C2=CC=C(CC1=C(C(=O)N)C(=CC=N1)OC)C=C2